C(C)(C)(C)OC(=O)NC1=CC=C(C=C1)C=1SC=C(N1)C(=O)N\C(\C(=O)NC(C(=O)OC)=C)=C/C methyl (Z)-2-(2-(2-(4-((tert-butoxy carbonyl)amino)phenyl)thiazole-4-carboxamido)but-2-enamido)acrylate